tert-butyl trans-3-(4-(dimethylcarbamoyl)-1H-1,2,3-triazol-1-yl)-4-(4-(trifluoromethyl)benzyloxy)pyrrolidine-1-carboxylate CN(C(=O)C=1N=NN(C1)[C@@H]1CN(C[C@H]1OCC1=CC=C(C=C1)C(F)(F)F)C(=O)OC(C)(C)C)C